7-chloro-6-(4-fluoro-6-morpholino-1H-benzo[d]imidazol-2-yl)-4-(4-methoxybenzyl)-2-methyl-2H-pyrazolo[4,3-b]pyridin-5(4H)-one ClC=1C=2C(N(C(C1C1=NC3=C(N1)C=C(C=C3F)N3CCOCC3)=O)CC3=CC=C(C=C3)OC)=CN(N2)C